(S)-1-(6-fluoro-2-methylpyridin-3-yl)-N-methyl-1-(1-(1-(trifluoromethyl)cyclopropyl)-1H-1,2,3-triazol-4-yl)methylamine FC1=CC=C(C(=N1)C)[C@@H](C=1N=NN(C1)C1(CC1)C(F)(F)F)NC